zinc brassylate C(CCCCCCCCCCCC(=O)[O-])(=O)[O-].[Zn+2]